C1(CC1)C1=C(C=NN1C)C1=CC=C2C(=CN=C(C2=C1F)N)I 7-(5-cyclopropyl-1-methyl-1H-pyrazol-4-yl)-8-fluoro-4-iodoisoquinoline-1-amine